C(C)(C)(C)OC(=O)N[C@H](C(=O)NC1=CC=C(C=C1)C=1C(=[N+](C=CC1C(F)(F)F)[O-])C)C1CCC(CC1)(F)F (S)-3-(4-(2-((tert-butoxycarbonyl)amino)-2-(4,4-difluorocyclohexyl)acetamido)phenyl)-2-methyl-4-(trifluoromethyl)pyridine 1-oxide